Cl.C1(CC1)NN cyclopropyl-hydrazine hydrochloride